methyl (R)-6-chloro-3-((1-(3,6-dimethyl-2-(1-methyl-1H-indazol-3-yl)-4-oxo-3,4-dihydroquinazolin-8-yl)ethyl)amino)picolinate ClC1=CC=C(C(=N1)C(=O)OC)N[C@H](C)C=1C=C(C=C2C(N(C(=NC12)C1=NN(C2=CC=CC=C12)C)C)=O)C